ClC1=C(C=C(C=C1)C#N)C=1C=C2C(=NN(C2=CC1)C(=O)O)NC(=O)[C@H]1CNCCC1 5-(2-chloro-5-cyanophenyl)-3-{[(3R)-piperidin-3-ylcarbonyl]amino}-1H-indazole-1-carboxylic acid